7,7-dimethyl-2-(4-(morpholine-4-carbonyl)phenyl)-10-(pyrrolidin-1-yl)-5,12b-dihydro-1H,7H-chromeno[4,3-c][1,2,4]triazolo[1,2-a]Pyridazine CC1(OC=2C=C(C=CC2C2N3N(CC=C21)CN(C3)C3=CC=C(C=C3)C(=O)N3CCOCC3)N3CCCC3)C